cis-(1S,2R)-3-acetoxymethyl-3,5-Cyclohexadiene-1,2-diol C(C)(=O)OCC=1[C@H]([C@H](C=CC1)O)O